COC=1C(=NC=CC1)C1=NC(=NN1)CNC(C1=C(C=CC=C1)C(F)(F)F)=O N-((5-(3-methoxypyridin-2-yl)-1H-1,2,4-triazol-3-yl)methyl)-2-(trifluoromethyl)benzamide